C(C)OC=1C(=C(C=CC1OC)C=1C=C(C=NC1)C1CB(OC1)O)C(F)(F)F 4-(5-(3-Ethoxy-4-methoxy-2-(trifluoromethyl)phenyl)pyridin-3-yl)-1,2-oxaborolan-2-ol